N,N-bis(4-Methoxybenzyl)-3-methyl-5-(4,4,5,5-tetramethyl-1,3,2-dioxaborolan-2-yl)-4-(trifluoromethyl)aniline COC1=CC=C(CN(C2=CC(=C(C(=C2)B2OC(C(O2)(C)C)(C)C)C(F)(F)F)C)CC2=CC=C(C=C2)OC)C=C1